ClC1=CC(=C(C=C1)C=1N=NN(C1CN1N=CC(=CC1=O)N1CC2(C1)OC[C@H](CC2)F)C)F (S)-2-((4-(4-chloro-2-fluorophenyl)-1-methyl-1H-1,2,3-triazol-5-yl)methyl)-5-(7-fluoro-5-oxa-2-azaspiro[3.5]nonan-2-yl)pyridazin-3(2H)-one